nitropyridinethione [N+](=O)([O-])C=1C(NC=CC1)=S